4-(2-(2-(3-(4'-hydroxy-2'-methyl-[1,1'-biphenyl]-3-yl)-3-oxopropyl)-5-oxopyrazolidin-1-yl)ethyl)benzoate OC1=CC(=C(C=C1)C1=CC(=CC=C1)C(CCN1N(C(CC1)=O)CCC1=CC=C(C(=O)[O-])C=C1)=O)C